5-(4-fluorophenyl)-1-cyclopropyl-4-oxo-1,4-dihydropyridazine-3-carboxamide FC1=CC=C(C=C1)C=1C(C(=NN(C1)C1CC1)C(=O)N)=O